4-(4-tert-butylphenyl)-1,2,4-triazole C(C)(C)(C)C1=CC=C(C=C1)N1C=NN=C1